C(#N)[C@H](CC1=CC=C(C=C1)C=1C=CC2=C(N(C(O2)=O)C)C1)NC(=O)[C@@H]1C[C@H]2[C@@H](N1C(=O)OC(C)(C)C)COC2 tert-butyl (2S,3aS,6aR)-2-{[(1S)-1-cyano-2-[4-(3-methyl-2-oxo-1,3-benzoxazol-5-yl)phenyl]ethyl]carbamoyl}-hexahydrofuro[3,4-b]pyrrole-1-carboxylate